(3'-amino-4'H-spiro[cyclopropane-1,5'-naphtho[2,1-d]isoxazol]-8'-yl)methanol NC1=NOC2=C1CC1(C3=CC=C(C=C32)CO)CC1